[Co].IC=1C=C(C(=NC1C=1OC=C(N1)C(C)C)C=1OC=C(N1)C(C)C)I diiodo[2,6-bis[4-(S)-isopropyl-2-oxazolyl]pyridine] cobalt